2-({2-chloro-5-[4-(1,1-difluoroethyl)-3-methyl-2,6-dioxo-3,6-dihydropyrimidin-1(2H)-yl]-4-fluorobenzoyl}oxy)-2-methylpropanoic acid ClC1=C(C(=O)OC(C(=O)O)(C)C)C=C(C(=C1)F)N1C(N(C(=CC1=O)C(C)(F)F)C)=O